(S)-2-hydroxy-2-pentenoic acid OC(C(=O)O)=CCC